FC=1C(=C(C#N)C=CC1)N1CCC(CC1)N1C(N(C=2C(C1)=CN(N2)C)[C@H](C)C2=C(C=CC=C2)C(F)(F)F)=O 3-fluoro-2-(4-{2-methyl-6-oxo-7-[(R)-1-(2-trifluoromethyl-phenyl)-ethyl]-2,4,6,7-tetrahydro-pyrazolo[3,4-d]pyrimidin-5-yl}-piperidin-1-yl)-benzonitrile